O=C1NC(CCC1N1C(N(C2=C1C=CC=C2CCOC[C@H]2CN(CCO2)C(=O)OC(C)(C)C)C)=O)=O tert-butyl (2R)-2-[2-[1-(2,6-dioxo-3-piperidyl)-3-methyl-2-oxo-benzimidazol-4-yl] ethoxymethyl]morpholine-4-carboxylate